C(C)OC(=O)C=1N=CN(C1)C(C1=CC=CC=C1)(C1=CC=CC=C1)C1=CC=CC=C1 1-trityl-1H-imidazole-4-carboxylic acid ethyl ester